FC(C1=NOC(=C1)CO)(F)F [3-(trifluoromethyl)-1,2-oxazol-5-yl]methanol